C(C)(C)(C)N(C(O)=O)C=1C=C2C(=NC(=NC2=C2C1CCC2)C)N[C@H](C)C2=CC(=CC(=C2)C(F)(F)F)NC(C)=O.NCCC(=O)O β-Alanin tert-butyl-(R)-(4-((1-(3-acetamido-5-(trifluoromethyl)phenyl)ethyl)amino)-2-methyl-8,9-dihydro-7H-cyclopenta[h]quinazolin-6-yl)carbamate